CC(CN1CC2(CC1)CCN(CC2)C=2C1=C(N=C(N2)C2=CC=NC=C2)C=NC=C1)(C#C[Si](C)(C)C)O 2-methyl-1-(8-(2-(pyridin-4-yl)pyrido[3,4-d]pyrimidin-4-yl)-2,8-diazaspiro[4.5]decan-2-yl)-4-(trimethylsilyl)but-3-yn-2-ol